2-cyclopropyl-7-methoxy-4-(pyridin-4-yl)-2H-indazole C1(CC1)N1N=C2C(=CC=C(C2=C1)C1=CC=NC=C1)OC